4-(2,4-difluorophenyl)-2-(2-(2-propenoyl)-2,6-diazaspiro[3.4]octan-6-yl)-7-(5-pyrimidinyl)-3-quinolinecarbonitrile FC1=C(C=CC(=C1)F)C1=C(C(=NC2=CC(=CC=C12)C=1C=NC=NC1)N1CC2(CN(C2)C(C=C)=O)CC1)C#N